C(C)N1CCN(CC1)C(COC1=CC=C(\C=C/2\C(N3C(=NC(=C(C3C3=CC=C(C=C3)C)C(=O)OC(C)C)C)S2)=O)C=C1)=O isopropyl (Z)-2-(4-(2-(4-ethylpiperazin-1-yl)-2-oxoethoxy)benzylidene)-7-methyl-3-oxo-5-(p-tolyl)-2,3-dihydro-5H-thiazolo[3,2-a]pyrimidine-6-carboxylate